5'-(7-amino-2-azabicyclo[2.2.1]heptane-2-carbonyl)-2'',3-difluoro-4''-(2-hydroxy-2-methylpropyl)-[1,1':2',1''-terphenyl]-4-carbonitrile NC1C2N(CC1CC2)C(=O)C2=CC=C(C(=C2)C2=CC(=C(C=C2)C#N)F)C2=C(C=C(C=C2)CC(C)(C)O)F